N-(3-(trimethylsilyl)propyl)aniline C[Si](CCCNC1=CC=CC=C1)(C)C